(3S,4S)-1-(4-((3R,4R)-3-methoxy-4-(tetradecylcarbamoyl)pyrrolidine-1-carbonyl)benzoyl)-N3,N4-bis((1S,2R)-2-phenylcyclopropyl)pyrrolidine-3,4-dicarboxamide CO[C@H]1CN(C[C@H]1C(NCCCCCCCCCCCCCC)=O)C(=O)C1=CC=C(C(=O)N2C[C@H]([C@@H](C2)C(=O)N[C@@H]2[C@H](C2)C2=CC=CC=C2)C(=O)N[C@@H]2[C@H](C2)C2=CC=CC=C2)C=C1